triazinyl-azepinMaleic acid calcium salt [Ca+2].N1=NN=C(C=C1)C1=C(NC=CC=C1)/C(=C/C(=O)[O-])/C(=O)[O-]